3-bromo-4-(4-(methylsulfonyl)phenyl)-1-propyl-1,5-dihydro-2H-pyrrole-2-one BrC=1C(N(CC1C1=CC=C(C=C1)S(=O)(=O)C)CCC)=O